(1r,4r)-4-(4-(4-fluoroisoindoline-2-carboxamido)phenyl)cyclohexane-1-carboxylic acid FC1=C2CN(CC2=CC=C1)C(=O)NC1=CC=C(C=C1)C1CCC(CC1)C(=O)O